FC(C(=O)O)(F)F.ClC1=CC2=C(N=C(S2)C2=CC=C(OC\C(\CN)=C/F)C=C2)C=C1 (Z)-2-(4-(6-chloro-benzothiazol-2-yl)phenoxymethyl)-3-fluoroallylamine trifluoroacetate